NC1=C(C(=NC(=N1)N1CCC2(CC(C[C@H]2N)(F)F)CC1)C(=O)N)C1=C(C(=CC=C1)Cl)Cl 6-amino-2-[(1R)-1-amino-3,3-difluoro-8-azaspiro[4.5]-decan-8-yl]-5-(2,3-dichloro-phenyl)-pyrimidine-4-carboxamide